3-(3-chlorophenyl)thiazol-2(3H)-imine ClC=1C=C(C=CC1)N1C(SC=C1)=N